F[C@@H]1CC2=C(C=3CCCC3C(=C2C1)NC(=O)N=[S@@](=O)(NC(C1=CC=CC=C1)(C1=CC=CC=C1)C1=CC=CC=C1)C=1C=NN2C1O[C@@H](C2)C)F (R,2R)-N'-(((S)-2,8-difluoro-1,2,3,5,6,7-hexahydro-s-indacen-4-yl)carbamoyl)-2-methyl-N-trityl-2,3-dihydropyrazolo[5,1-b]oxazole-7-sulfonimidamide